CS(=O)(=O)[O-].C(C1=CC=CC=C1)N1CCN(CC1)C(=O)C1=CC=C(C=C1)NS(=O)(=O)C=1C=CC=C2C=CC=[NH+]C12 8-(N-(4-(4-benzylpiperazine-1-carbonyl)phenyl)sulfamoyl)quinolin-1-ium methanesulfonate